(E)-N1,N,N2,N2-tetramethyldiazene-1,2-dicarboxamide CN(C(=O)\N=N\C(=O)N(C)C)C